4-chloro-N-(1-(4-chlorophenyl)-4-(4-methyl-4,5-dihydro-oxazol-2-yl)-1H-pyrazol-5-yl)benzamide ClC1=CC=C(C(=O)NC2=C(C=NN2C2=CC=C(C=C2)Cl)C=2OCC(N2)C)C=C1